perfluorobutyl-pentane FC(C(C(C(C(F)(F)F)(F)F)(F)F)(F)F)(C(C(C(C(F)(F)F)(F)F)(F)F)(F)F)F